N-(2-chlorophenyl)pyridine-2-amine ClC1=C(C=CC=C1)NC1=NC=CC=C1